(E)-3-(2-ethoxyvinyl)-5-((1-methylpiperidin-4-yl)amino)furo[2,3-c]pyridine-2-carboxylate C(C)O/C=C/C1=C(OC2=CN=C(C=C21)NC2CCN(CC2)C)C(=O)[O-]